C(CCC)OC(=O)CCCCCCCCCCCCCCCCCCCCOC=1C2=CC=CC=C2C(=C2C=CC=CC12)OCCCCCCCCCCCCCCCCCCCCC(=O)OCCCC 9,10-bis(n-butoxycarbonyleicosyloxy)anthracene